2,2'-((6-(bis(2-methoxyethyl)amino)-4-(4-methoxypiperidin-1-yl)-8-(2-methyl-5,6-dihydro-[1,2,4]triazolo[1,5-a]pyrazin-7(8H)-yl)pyrimido[5,4-d]pyrimidin-2-yl)azanediyl)bis(ethan-1-ol) COCCN(C=1N=C(C=2N=C(N=C(C2N1)N1CCC(CC1)OC)N(CCO)CCO)N1CC=2N(CC1)N=C(N2)C)CCOC